1-((2S)-4-(4-amino-7-methyl-5-(4-((6-methylpyridin-2-yl)oxy)phenyl)-7H-pyrrolo[2,3-d]pyrimidin-6-yl)-2-methylpyrrolidin-1-yl)prop-2-en-1-one NC=1C2=C(N=CN1)N(C(=C2C2=CC=C(C=C2)OC2=NC(=CC=C2)C)C2C[C@@H](N(C2)C(C=C)=O)C)C